FC1=CC=C(CSC2=NNC(=N2)CCC)C=C1 3-[(4-fluorobenzyl)sulfanyl]-5-propyl-[1,2,4]triazol